2-(2-((5-bromopyridin-2-yl)methyl)-1-methylhydrazinyl)pyrimidine BrC=1C=CC(=NC1)CNN(C)C1=NC=CC=N1